1-[3-(2-Chloro-6-methyl-4-pyridyl)-2-(3-cyanophenyl)pyrazolo[1,5-a]pyrimidin-5-yl]-3-[(3S)-pyrrolidin-3-yl]urea ClC1=NC(=CC(=C1)C=1C(=NN2C1N=C(C=C2)NC(=O)N[C@@H]2CNCC2)C2=CC(=CC=C2)C#N)C